FC1=C(C=CC(=C1)C(F)(F)F)S(=O)(=O)Cl 2-fluoro-4-(trifluoro-methyl)benzene-sulfonyl chloride